5-[2-(5-chloro-2-nitrophenyl)-1-hydroxyethylidene]-2,2-dimethyl-1,3-dioxane ClC=1C=CC(=C(C1)CC(O)=C1COC(OC1)(C)C)[N+](=O)[O-]